tert-Butyl N-[4-carbamoyl-5-[5-[2-[[3-(1,1-dimethylpropyl)isoxazol-5-yl]amino]-1-methyl-2-oxoethyl]-2-pyridyl]-2-isopropyl-pyrazol-3-yl]carbamate C(N)(=O)C1=C(N(N=C1C1=NC=C(C=C1)C(C(=O)NC1=CC(=NO1)C(CC)(C)C)C)C(C)C)NC(OC(C)(C)C)=O